ClC=1C=CC(=NC1)N1N=CC(=C1C(F)(F)F)C(=O)NC1=CC(=C(C=C1)OC1=C2C(=NC=C1)NC(N2C(C)C)=O)F (5-Chloropyridin-2-yl)-N-(3-fluoro-4-((1-isopropyl-2-keto-2,3-dihydro-1H-imidazo[4,5-b]pyridin-7-yl)oxy)phenyl)-5-(trifluoromethyl)-1H-pyrazole-4-carboxamide